(1s,4s)-4-[4-([2-[2,6-dioxopiperidin-3-yl]-1,3-dioxoisoindol-4-yl]amino)piperidine-1-carbonyl]cyclohexane-1-carboxylic acid O=C1NC(CCC1N1C(C2=CC=CC(=C2C1=O)NC1CCN(CC1)C(=O)C1CCC(CC1)C(=O)O)=O)=O